Acetyl-L-threonine C(C)(=O)N[C@@H]([C@H](O)C)C(=O)O